C(C1=CC=CC=C1)OC(=O)N1CC(C(CC1)(F)F)C=1N=NC(=C(C1)N=[N+]=[N-])OC 3-(5-azido-6-methoxypyridazin-3-yl)-4,4-difluoropiperidine-1-carboxylic acid benzyl ester